FC=1C=CC(=C2C=C(N(C12)CCNC1=NC=NC(=C1)C1=CC=C(C=C1)C=1N=CNC1)C)C [2-(7-Fluoro-2,4-dimethyl-indol-1-yl)-ethyl]-{6-[4-(1H-imidazol-4-yl)-phenyl]-pyrimidin-4-yl}-amin